FC(=C(F)F)[Cu] trifluorovinyl-copper